9z,12z-octadecadien C=CC=CCCCCCCCCCCCCCC